FC(C1=CC=C(C=C1)C1=NOC(=N1)NC=1N=CC(=NC1)C#N)(F)F 5-((3-(4-(trifluoromethyl)phenyl)-1,2,4-oxadiazol-5-yl)amino)pyrazine-2-carbonitrile